BrC1=CN=C(N1COCC[Si](C)(C)C)NC1=NC2=CC=CC=C2C(=N1)C N-(5-bromo-1-{[2-(trimethylsilyl)ethoxy]methyl}imidazol-2-yl)-4-methylquinazolin-2-amine